N-(6-(4-chloro-3-fluorophenyl)-1-phenyl-1H-pyrazolo[3,4-d]pyrimidin-4-yl)-5-nitrothiophene-2-carboxamide ClC1=C(C=C(C=C1)C1=NC(=C2C(=N1)N(N=C2)C2=CC=CC=C2)NC(=O)C=2SC(=CC2)[N+](=O)[O-])F